FC=1C(=C(C=CC1)NC1=C(NC2=C1C(NCC2)=O)C2=CC=NC1=CC=C(N=C21)OC2(COC2)C)OC 3-[(3-fluoro-2-methoxyphenyl)amino]-2-[6-[(3-methyloxetan-3-yl)oxy]-1,5-naphthyridin-4-yl]-1H,5H,6H,7H-pyrrolo[3,2-c]pyridin-4-one